(R)-2,5,7-trimethyl-6-(pyrrolidin-3-ylmethyl)-[1,2,4]triazolo[1,5-a]Pyrimidine dihydrochloride Cl.Cl.CC1=NN2C(N=C(C(=C2C)C[C@H]2CNCC2)C)=N1